(S)-2-(3-(3,3-difluoro-1-(4-methyl-4H-1,2,4-triazol-3-yl)cyclobutyl)phenyl)-6-(1-((1-methylcyclobutyl)amino)ethyl)-4-(trifluoromethyl)isoindolin-1-one FC1(CC(C1)(C1=NN=CN1C)C=1C=C(C=CC1)N1C(C2=CC(=CC(=C2C1)C(F)(F)F)[C@H](C)NC1(CCC1)C)=O)F